CN1N=CC(=C1C)C(=O)NC1=CC2=C(C=N1)C=C(N2)C2=CC=NC=C2 1,5-dimethyl-N-(2-(pyridin-4-yl)-1H-pyrrolo[3,2-c]pyridin-6-yl)-1H-pyrazole-4-carboxamide